COC1=CC(=C(C(=O)N2CCC(CC2)C2=CC=C(C#N)C=C2)C=C1C1=NC2=C(N1)COCC2)C 4-(1-(4-methoxy-2-methyl-5-(3,4,6,7-tetrahydropyrano[3,4-d]imidazol-2-yl)benzoyl)piperidin-4-yl)benzonitrile